COCC=1OC(=CC(C1)=O)COC 2,6-Dimethoxymethyl-4-pyranone